(S)-quinuclidin-3-yl (3,3-dimethyl-7-(naphthalen-2-yl)chroman-4-yl)carbamate CC1(COC2=CC(=CC=C2C1NC(O[C@@H]1CN2CCC1CC2)=O)C2=CC1=CC=CC=C1C=C2)C